ClC=1C=C2C[C@H](CC2=CC1)NC=1C=CC(=NC1)[C@@H](C(F)(F)F)N(C(=O)[C@@H]1N(C(NC1)=O)C)C (R)-N-((S)-1-(5-(((S)-5-Chloro-2,3-dihydro-1H-inden-2-yl)amino)pyridin-2-yl)-2,2,2-trifluoroethyl)-N,3-dimethyl-2-oxoimidazolidine-4-carboxamide